(S)-N-(4-(chlorodifluoromethoxy)phenyl)-2-hydroxy-2-methyl-9-(1H-pyrazol-5-yl)-1,2,3,4-tetrahydrobenzo[4,5]imidazo[1,2-a]pyridine-7-carboxamide ClC(OC1=CC=C(C=C1)NC(=O)C=1C=C(C2=C(N=C3N2C[C@@](CC3)(C)O)C1)C1=CC=NN1)(F)F